C(C)OC(CC1=C(C=CC=C1)OCC=1C=C(C2=C(C=CO2)C1)C=1N=C(SC1)C=NS(=O)C(C)(C)C)=O.FC=1C=C(C=C(C1)C1=CC=CC=C1)C12CC3(CC(CC(C1)(C3)C)(C2)C)C 5-fluoro-3-((3r,5r,7r)-3,5,7-trimethyladamantan-1-yl)-[1,1'-biphenyl] ethyl-2-(2-((7-(2-(((tert-butylsulfinyl)imino)methyl)thiazol-4-yl)benzofuran-5-yl)methoxy)phenyl)acetate